3-(5-amino-2-((3-methylpyridin-2-yl)methoxy)-8-(3-methylpyridin-4-yl)-[1,2,4]triazolo[1,5-c]pyrimidin-7-yl)benzonitrile NC1=NC(=C(C=2N1N=C(N2)OCC2=NC=CC=C2C)C2=C(C=NC=C2)C)C=2C=C(C#N)C=CC2